N1(N=CC2=CC=CC=C12)C=1C=C(C=CC1)[C@H](CC(=O)[O-])NC(=O)NC=1C(N(C=CC1[O-])C)=O.[Na+].[Na+] Natrium (S)-3-(3-(1H-Indazol-1-yl)phenyl)-3-(3-(1-methyl-4-oxido-2-oxo-1,2-dihydropyridin-3-yl)ureido)propanoat